N1-(3-(dimethylamino)propyl)-N8-hydroxy-2-((naphthalen-1-yloxy)methyl)oct-2-enediamide CN(CCCNC(C(=CCCCCC(=O)NO)COC1=CC=CC2=CC=CC=C12)=O)C